1-(4-(4-bromopyridin-2-yl)piperazin-1-yl)ethanone BrC1=CC(=NC=C1)N1CCN(CC1)C(C)=O